C(CCC)OC=1N=C(C2=C(N1)C(=NN2)CC2=C(C=C(C=C2)CN2CCNCC2)F)N 5-Butoxy-3-(2-fluoro-4-(piperazin-1-ylmethyl)benzyl)-1H-pyrazolo[4,3-d]pyrimidin-7-amine